N1(CCCCCC1)C1=C(C=C(C=C1)NC(CN1N=CC(=C(C1=O)Cl)Cl)=O)S(=O)(=O)N1CCCCCC1 N-(4-(azepan-1-yl)-3-(azepan-1-ylsulfonyl)phenyl)-2-(4,5-dichloro-6-oxopyridazin-1(6H)-yl)acetamide